OCCOC1([C@H](CC(CC1)C)C(=O)N)C(C)C (S)-2-(2-hydroxyethoxy)-2-isopropyl-5-methylcyclohexane-1-carboxamide